methyl-5-(6-[(3S,4S)-4-{[(tert-butoxy)carbonyl]amino}-3-methyl-2-oxa-8-azaspiro[4.5]decan-8-yl]-1-(oxan-2-yl)-1H-pyrazolo[3,4-b]pyrazin-3-yl)-5,6,7,8-tetrahydro-1,5-naphthyridine CC1=NC=2CCCN(C2C=C1)C1=NN(C2=NC(=CN=C21)N2CCC1([C@@H]([C@@H](OC1)C)NC(=O)OC(C)(C)C)CC2)C2OCCCC2